methyl-4-[(1-methylcyclopropyl)amino]-N-[4-(oxetan-4-yl)phenyl]furo[2,3-d]pyrimidine-5-carboxamide CC=1N=C(C2=C(N1)OC=C2C(=O)NC2=CC=C(C=C2)C2CCO2)NC2(CC2)C